(4,6-dimethyl)-2-oxo-1,2-dihydropyridin CC1=CC(NC(=C1)C)=O